C(C(C)C)C1(NC=CC(=N1)NC1=CC(=NO1)C1=CC=C(C=C1)OC)N 2-isobutyl-N4-(3-(4-methoxyphenyl)isoxazol-5-yl)pyrimidine-2,4-diamine